(S)-2-(6-(5-(fluoromethyl)-6,7-dihydro-5H-pyrrolo[2,1-c][1,2,4]triazol-3-yl)Pyridin-2-yl)-6-(isopropyl(methyl)amino)-4-((methylamino)methyl)-2,3-dihydro-1H-pyrrolo[3,4-c]pyridine-1-one FC[C@@H]1CCC2=NN=C(N21)C2=CC=CC(=N2)N2CC=1C(=NC(=CC1C2=O)N(C)C(C)C)CNC